2-HYDROXY-4-(METHYLTHIO)BENZALDEHYDE OC1=C(C=O)C=CC(=C1)SC